2-(mercaptomethyl)-2,3-dihydro-4H-benzo[e][1,3]oxazin-4-one SCC1OC2=C(C(N1)=O)C=CC=C2